((4-(3,5-bis(trifluoromethyl)phenyl)-1,3-oxazol-2-yl)sulfanyl)acetic acid FC(C=1C=C(C=C(C1)C(F)(F)F)C=1N=C(OC1)SCC(=O)O)(F)F